NC=1C=2N(C(=CN1)C)C(=NC2C2=C(C=C(C=C2)NC([C@@H](C=2C=C(C=CC2)C)O)=O)F)C([2H])([2H])[2H] (R)-N-[4-[8-amino-5-methyl-3-(trideuteriomethyl)imidazo[1,5-a]pyrazin-1-yl]-3-fluoro-phenyl]-2-hydroxy-2-(m-tolyl)acetamide